CC(CC(=O)NN)(C)C 3,3-dimethylbutyrohydrazide